C(C)(C)(C)OC(=O)N1C[C@H]([C@H](CC1)OC1CNC1)F (3R,4S)-4-(azetidin-3-yloxy)-3-fluoro-piperidine-1-carboxylic acid tert-butyl ester